6-(1-amino-5-carbamoyl-4-(4-((4-ethylpyridin-2-yl)carbamoyl)phenyl)-1H-imidazol-2-yl)-2-azaspiro[3.3]Heptane-2-carboxylic acid tert-butyl ester C(C)(C)(C)OC(=O)N1CC2(C1)CC(C2)C=2N(C(=C(N2)C2=CC=C(C=C2)C(NC2=NC=CC(=C2)CC)=O)C(N)=O)N